S1C=CC2=C1C(OCC21CC1)C1(CC1)N 1-(5'H,7'H-spiro[cyclopropane-1,4'-thieno[2,3-c]pyran]-7'-yl)cyclopropaneamine